C(C)OC(=O)[C@@H]1N([C@@H]1C1CC1)[S@](=O)C1=CC=C(C=C1)C.C1(CC1)[C@@H]1[C@@H](N1)C(=O)OCC ethyl (2R,3R)-3-cyclopropylaziridine-2-carboxylate Ethyl-(2R,3R)-3-cyclopropyl-1-[(R)-p-tolylsulfinyl]aziridine-2-carboxylate